FC=1C(=C(C=CC1F)[C@@H]1[C@@H](O[C@]([C@H]1C)(C(F)(F)F)C)C(=O)NC1=NC=CC(=C1)C(=O)N)OC 2-[[(2R,3R,4S,5R)-3-(3,4-difluoro-2-methoxy-phenyl)-4,5-dimethyl-5-(trifluoromethyl)tetrahydrofuran-2-carbonyl]amino]pyridine-4-carboxamide